The molecule is an acyl-CoA that results from the formal condensation of the thiol group of coenzyme A with the carboxy group of phenylacetic acid. It has a role as a metabolite, an Escherichia coli metabolite and a mouse metabolite. It derives from a phenylacetic acid and an acetyl-CoA. It is a conjugate acid of a phenylacetyl-CoA(4-). CC(C)(COP(=O)(O)OP(=O)(O)OC[C@@H]1[C@H]([C@H]([C@@H](O1)N2C=NC3=C(N=CN=C32)N)O)OP(=O)(O)O)[C@H](C(=O)NCCC(=O)NCCSC(=O)CC4=CC=CC=C4)O